COC1=NC=CC(=C1)C1=NC(=CC(=C1)C)NC1=CC2=C(C=N1)N(C(N2[C@H]2C[C@@H](CC2)NC(OC)=O)=O)C Methyl ((1R,3R)-3-(6-((2'-methoxy-4-methyl-[2,4'-bipyridin]-6-yl)amino)-3-methyl-2-oxo-2,3-dihydro-1H-imidazo[4,5-c]pyridin-1-yl)cyclopentyl)carbamate